C(C)(C)(C)OC(=O)C1=C(C=C(C=C1)C1=CC=CC=C1)C 3-methyl-[1,1'-biphenyl]-4-Carboxylic acid tert-butyl ester